N-(3-(2-(tert-butyl)thiazol-5-yl)-4-cyclobutyl-1-methyl-1H-pyrazol-5-yl)-4,4,4-trifluoro-3,3-dimethylbutanamide C(C)(C)(C)C=1SC(=CN1)C1=NN(C(=C1C1CCC1)NC(CC(C(F)(F)F)(C)C)=O)C